3-((5,6-bis(benzyloxy)pyrimidin-4-yl)methyl)-5-(4-methylphenyl)-morpholine C(C1=CC=CC=C1)OC=1C(=NC=NC1OCC1=CC=CC=C1)CC1NC(COC1)C1=CC=C(C=C1)C